1,2-difluoroethylene ZINC [Zn].FC=CF